2'-chloro-N-(5-(6-(difluoro-methoxy)nicotinoyl)-5,6-dihydro-4H-pyrrolo[3,4-d]thiazol-2-yl)-5'-methoxy-6-methyl-[4,4'-bipyridine]-3-carboxamide ClC1=NC=C(C(=C1)C1=C(C=NC(=C1)C)C(=O)NC=1SC2=C(N1)CN(C2)C(C2=CN=C(C=C2)OC(F)F)=O)OC